methyl 1-(4-(1-(2,6-dichlorophenyl) azetidin-3-yl)-2,6-dimethylbenzyl)-2-methylpiperidine-4-carboxylate ClC1=C(C(=CC=C1)Cl)N1CC(C1)C1=CC(=C(CN2C(CC(CC2)C(=O)OC)C)C(=C1)C)C